FC=1C(=C(C=CC1)C1CCN(CC1)C(=O)C1=NNC=2CN(CCC21)C#N)C(F)(F)F 3-(4-(3-fluoro-2-(trifluoromethyl)phenyl)piperidine-1-carbonyl)-4,5-dihydro-1H-pyrazolo[3,4-c]pyridine-6(7H)-carbonitrile